(2S)-2-[(3,5-dichlorophenyl)formamido]-4-methylpent-4-enoic acid ClC=1C=C(C=C(C1)Cl)C(=O)N[C@H](C(=O)O)CC(=C)C